C(C)(C)(C)OC(=O)N1[C@H]2CN(C[C@@H]1CC2)CC(C)O.C2(=CC=CC=C2)C(CCC2OC(OCC2)C(C)CCCCCCCCC)=O (+-)-1-phenyl-3-(2-(undec-2-yl)-1,3-dioxan-4-yl)propan-1-one tert-butyl-(1R,5S)-3-(2-hydroxypropyl)-3,8-diazabicyclo[3.2.1]octane-8-carboxylate